OC(C(=O)[O-])C(C)(C)O 2,3-dihydroxy-3-methylbutanoate